ethyl-dimethyldimethoxysilane C(C)CO[Si](OC)(C)C